(2R,3S,4R,5R)-4-[[3-(3-Methoxy-2-methyl-4-pyridyl)-4,5-dimethyl-5-(trifluoromethyl)tetrahydrofuran-2-carbonyl]amino]pyridin-2-carboxamid COC=1C(=NC=CC1[C@H]1[C@@H](O[C@]([C@@H]1C)(C(F)(F)F)C)C(=O)NC1=CC(=NC=C1)C(=O)N)C